3-fluoro-4-[4-(methylamino)piperidin-1-yl]phenylpiperidine-2,6-dione FC=1C=C(C=CC1N1CCC(CC1)NC)N1C(CCCC1=O)=O